C(C)N(C1=NC(=NC2=CC(=C(C=C12)F)F)NN)C1=CC=CC=C1 N-ethyl-6,7-difluoro-2-hydrazino-N-phenylquinazolin-4-amine